ClC1=NC=C(C(=N1)N1CC(OC2(CCC2)C1)CO)F [8-(2-chloro-5-fluoropyrimidin-4-yl)-5-oxa-8-azaspiro[3.5]nonan-6-yl]methanol